ClC=1N=C(C2=C(N1)N(C(C21CCCC1)=O)C=1C=NC(=NC1)N1CCCCC1)Cl 2',4'-dichloro-7'-(2-(piperidin-1-yl)pyrimidin-5-yl)spiro[cyclopentane-1,5'-pyrrolo[2,3-d]pyrimidin]-6'(7'H)-one